FC1=CC2=C([C@H](C[C@@H](O2)C(=O)NC23CC(C2)(C3)N3N=CC(=C3)C3=NC=C(C=C3)C(F)(F)F)O)C=C1C(F)(F)F (2R,4S)-7-fluoro-4-hydroxy-6-(trifluoromethyl)-N-(3-{4-[5-(trifluoromethyl)pyridin-2-yl]-1H-pyrazol-1-yl}bicyclo[1.1.1]pentan-1-yl)-3,4-dihydro-2H-1-benzopyran-2-carboxamide